CCCCCCCCCCCCCCCCOC(=O)CCCCCCCCCCCCCCC The molecule is a palmitate ester resulting from the formal condensation of palmitic acid with palmityl alcohol. It is used as a thickener and emollient in cosmetics. It has a role as a metabolite. It derives from a hexadecan-1-ol.